4-(4-{6-Chloro-7-[(1-ethylpiperidin-4-yl)amino]-3H-imidazo[4,5-b]pyridin-2-yl}phenyl)-1-[2-(1-methylethoxy)ethyl]piperazin-2-one ClC=1C(=C2C(=NC1)NC(=N2)C2=CC=C(C=C2)N2CC(N(CC2)CCOC(C)C)=O)NC2CCN(CC2)CC